OC1=CC=C(C=C1)S(=O)(=O)[O-] 4-hydroxybenzenesulfonate